3-(4-((2-(m-tolyl)benzyl)oxy)phenyl)propanoic acid C1(=CC(=CC=C1)C1=C(COC2=CC=C(C=C2)CCC(=O)O)C=CC=C1)C